2,4,6-triaminomethylphenol NCC1=C(C(=CC(=C1)CN)CN)O